ClC1=NC(=CC(=C1)C=1C(=NN2C1N=C(C=C2)O)C=2C=C(C#N)C=CC2)C 3-[3-(2-chloro-6-methyl-4-pyridinyl)-5-hydroxy-pyrazolo[1,5-a]pyrimidin-2-yl]benzonitrile